3-(difluoromethyl)-5-chloro-1-methyl-1H-pyrazole-4-carboxamide FC(C1=NN(C(=C1C(=O)N)Cl)C)F